ClC1=CC(=NC=C1)N1C=C(C2=C1N=CN=C2N2[C@H](CN(CC2)C(=O)OC(C)(C)C)C)N(C=O)C2CC2 tert-Butyl (S)-4-(7-(4-chloropyridin-2-yl)-5-(N-cyclopropylformamido)-7H-pyrrolo[2,3-d]pyrimidin-4-yl)-3-methylpiperazine-1-carboxylate